NC1=NC=C(C=C1OC=1C=C(C=CC1)NC(=O)NC1=CC=C(C=C1)S(=O)(=O)C)Cl 1-(3-((2-amino-5-chloropyridin-3-yl)oxy)phenyl)-3-(4-(methyl-sulfonyl)phenyl)urea